BrC1=CC=C(C=C1)C=1N=C2N(C=CC=C2)C1CN1C2CN(CC1CC2)C(=O)C2CCCC2 (8-{[2-(4-Bromophenyl)imidazo[1,2-a]pyridin-3-yl]methyl}-3,8-diazabicyclo[3.2.1]oct-3-yl)-(cyclopentyl)methanone